((triisopropylsilyl)oxy)propane-1,3-diamine C(C)(C)[Si](OC(CCN)N)(C(C)C)C(C)C